NN1CCC2(CN(C2)CC2CCN(CC2)C2=C(C=C(C=C2)C2C(NC(CC2)=O)=O)F)CC1 3-[4-[4-[(7-amino-2,7-diazaspiro[3.5]nonan-2-yl)methyl]-1-piperidyl]-3-fluoro-phenyl]piperidine-2,6-dione